1-(4-chloroisoquinolin-1-yl)ethan-1-one ClC1=CN=C(C2=CC=CC=C12)C(C)=O